C(C)(C)C1=C(C=CC=C1)C1=NC=C2N(C(N(C2=N1)CC1=CC=C(C=C1)C=1NC=C(N1)C(F)(F)F)=N)C 2-(2-isopropylphenyl)-7-methyl-9-(4-(4-(trifluoromethyl)-1H-imidazol-2-yl)benzyl)-7H-purin-8(9H)-imine